methyl 4-{(6-{[5-cyclopropyl-1-(oxan-2-yl)-1H-pyrazol-3-yl]amino}-5-methoxy-1,2-benzoxazol-3-yl)[(4-methoxyphenyl)methyl]sulfamoyl}-3,5-dimethoxybenzoate C1(CC1)C1=CC(=NN1C1OCCCC1)NC1=CC2=C(C(=NO2)N(S(=O)(=O)C2=C(C=C(C(=O)OC)C=C2OC)OC)CC2=CC=C(C=C2)OC)C=C1OC